N,N'-bis(3,5-di-t-butyl-4-hydroxyphenylpropionyl)hexamethylenediamine C(C)(C)(C)C=1C=C(C=C(C1O)C(C)(C)C)CCC(=O)NCCCCCCNC(CCC1=CC(=C(C(=C1)C(C)(C)C)O)C(C)(C)C)=O